OC[C@@]1(O)[C@@H](O)[C@H](O)[C@H](O1)CO α-D-fructose